potassium methyl-anthracenesulfonic acid CC1=C(C2=CC3=CC=CC=C3C=C2C=C1)S(=O)(=O)O.[K]